1-(((S)-2-(2-(benzofuran-6-carbonyl)-5,7-dichloro-1,2,3,4-tetrahydroisoquinoline-6-carboxamido)-3-(3-(methylsulfonyl)phenyl) propanoyl)oxy)ethyl pivalate C(C(C)(C)C)(=O)OC(C)OC([C@H](CC1=CC(=CC=C1)S(=O)(=O)C)NC(=O)C=1C(=C2CCN(CC2=CC1Cl)C(=O)C1=CC2=C(C=CO2)C=C1)Cl)=O